(S)-quinuclidin-3-yl (2,2-diethyl-5-(3-ethylphenyl)-2,3-dihydro-1H-inden-1-yl)carbamate C(C)C1(C(C2=CC=C(C=C2C1)C1=CC(=CC=C1)CC)NC(O[C@@H]1CN2CCC1CC2)=O)CC